tert-butyl 8-(((1S,2S,3R,4R)-4-((tert-butoxycarbonyl) oxy)-2,3-dihydroxycyclopentyl) oxy)-3,4-dihydroisoquinoline-2(1H)-carboxylate C(C)(C)(C)OC(=O)O[C@H]1[C@@H]([C@@H]([C@H](C1)OC=1C=CC=C2CCN(CC12)C(=O)OC(C)(C)C)O)O